C(#N)C(C(=O)N(CC)CC)=CC1=CC(=CC=C1)CCN=C=O 2-cyano-N,N-diethyl-3-[3-(2-isocyanatoethyl)phenyl]prop-2-enamide